S1C2=C(C=C1)C(=CC=C2)N2CCN(CC2)CCCCOC2=CC=C1C=CC(N(C1=C2)COC(=O)C2=CSC=C2)=O Thiophene-3-carboxylic acid 7-[4-(4-benzo[b]thiophen-4-ylpiperazin-1-yl)butoxy]-2-oxo-2H-quinolin-1-ylmethyl ester